ClC=1C(=CC(=C(N)C1)F)C=1C=NC(=CC1)OCC1CC1 5-Chloro-4-(6-(cyclopropylmethoxy)pyridin-3-yl)-2-fluoroaniline